1-propyl-2-ethylpyridinium fluoride salt [F-].C(CC)[N+]1=C(C=CC=C1)CC